ClC1=NC=CC(=C1NC(C1=C(C=C(C(=C1)F)C=1N=C(N(C1)C)CO)O[C@H](C(F)(F)F)C)=O)C (S)-N-(2-chloro-4-methylpyridin-3-yl)-5-fluoro-4-(2-(hydroxymethyl)-1-methyl-1H-imidazol-4-yl)-2-((1,1,1-trifluoropropan-2-yl)oxy)benzamide